N-((6-[(4-methylpiperidin-1-yl)methyl]imidazo[1,2-a]pyridin-2-yl)methyl)-4-oxo-4H-pyrido[1,2-a]pyrimidine-2-carboxamide CC1CCN(CC1)CC=1C=CC=2N(C1)C=C(N2)CNC(=O)C=2N=C1N(C(C2)=O)C=CC=C1